C12(CC3CC(CC(C1)C3)C2)NCCC2=CC=C(COC3=C1CN(C(C1=CC=C3)=O)C3CNCCC3)C=C2 3-(4-((4-(2-((adamantan-1-yl)amino)ethyl)benzyl)oxy)-1-oxoisoindolin-2-yl)piperidine